N[C@H](C(=O)N1[C@@H](C[C@H](C1)O)C(=O)NCC1=CC2=CC=C(C=C2C=C1)F)C(C)(C)C (2S,4R)-1-((S)-2-Amino-3,3-dimethylbutyryl)-N-((6-fluoronaphthalen-2-yl)methyl)-4-hydroxypyrrolidine-2-carboxamide